FC(CCOC1=CSC=C1OCCC(F)(F)F)(F)F 3,4-bis-(3,3,3-trifluoro-propoxy)-thiophene